tert-butyl (S)-(4-methyl-1-oxo-1-(phenylsulfonamido)pentan-2-yl)carbamate CC(C[C@@H](C(NS(=O)(=O)C1=CC=CC=C1)=O)NC(OC(C)(C)C)=O)C